C(C)(C)(C)[C@H]1N(CCN(C1C(F)(F)F)CC1CCN(CC1)C(=O)OCC1=CC=CC=C1)C(=O)OCC1(NC2=C3N=C(C=C(C3=CC=C2C(=C1)C1=CC=CC=C1)C1=CC=CC=C1)C)C 2,9-dimethyl-4,7-diphenyl-1,10-phenanthrolinemethanol tert-butyl-(R)-4-((1-((benzyloxy)carbonyl)piperidin-4-yl)methyl)-3-(trifluoromethyl)piperazine-1-carboxylate